2-(5-(5-chloro-2-((oxan-4-yl)amino)pyrimidin-4-yl)-1-(2-methoxy-2-oxoethyl)-3-oxoisoindolin-2-yl)acetic acid ClC=1C(=NC(=NC1)NC1CCOCC1)C=1C=C2C(N(C(C2=CC1)CC(=O)OC)CC(=O)O)=O